FC=1C=C(CNC2=CC=C(C(=N2)N2CCCC2)NC(CC(C)(C)C)=O)C=CC1F N-[6-(3,4-Difluoro-benzylamino)-2-pyrrolidin-1-yl-pyridin-3-yl]-3,3-dimethyl-butyramide